C[N+]1(CC(C=C2C3=C4C(C[C@@H]12)=CNC4=CC=C3)C(NC(CC)CC)=O)[O-] (6aR)-7-methyl-9-(pentan-3-ylcarbamoyl)-4,6,6a,7,8,9-hexahydroindolo[4,3-fg]quinoline 7-oxide